N-(3,5-dichloro-4-(2,6-dioxopiperidin-3-yl)benzyl)-2-methyl-2-(tetrahydrofuran-2-yl)propanamide ClC=1C=C(CNC(C(C)(C2OCCC2)C)=O)C=C(C1C1C(NC(CC1)=O)=O)Cl